NC1=CC(=C(C(=O)NCCC[C@@H](C(=O)OC)NC(=O)C=2SC(=CC2)NCC=2N=C3C(=NC(=NC3=NC2)N)N)C=C1)C=1N=NNN1 Methyl (S)-5-(4-amino-2-(2H-tetrazol-5-yl)benzamido)-2-(5-(((2,4-diaminopteridin-6-yl) methyl)amino)thiophene-2-carboxamido)pentanoate